tert-butyl 5-(1-nonyl-1H-1,2,3-triazol-4-yl)-2,2-dimethyl-1,3-dioxan-5-ylcarbamate C(CCCCCCCC)N1N=NC(=C1)C1(COC(OC1)(C)C)NC(OC(C)(C)C)=O